2,3-diaza-cyclopropa[a]pentalene-4-carboxylic acid (tetrahydro-pyran-4-ylmethyl)-amide O1CCC(CC1)CNC(=O)C1=C2C=C3C(=C2N=N1)C3